N1=C2C(=NC=C1)N=CC(=C2)[C@@H](CC(=O)O)N2N=C(C=C2)CCCC2=NC=1NCCCC1C=C2 |r| (±)-3-(Pyrido[2,3-b]pyrazin-7-yl)-3-(3-(3-(5,6,7,8-tetrahydro-1,8-naphthyridin-2-yl)propyl)-1H-pyrazol-1-yl)propanoic acid